FC1=C(C=CC=C1F)C=1C(=CC=C2C(=C(C=NC12)NC(=O)C1=CC=NC2=CC=CC=C12)N1CCOCC1)F N-(8-(2,3-difluorophenyl)-7-fluoro-4-morpholinoquinolin-3-yl)quinoline-4-carboxamide